BrC=1C=C(C=CC1F)N1N=C(C=2CCCC(C12)=O)C(=O)O 1-(3-Bromo-4-fluorophenyl)-7-oxo-4,5,6,7-tetrahydro-1H-indazole-3-carboxylic acid